C(C)(=O)OC1=C(C(=CC(=C1)C(=O)Cl)OC(C)=O)OC(C)=O (2,3-diacetoxy-5-chlorocarbonyl-phenyl) acetate